tert-butyl (1S,4S)-5-(8-(benzyloxy)-7-bromo-6-cyclopropyl-2-[(oxan-4-yl)oxy]quinazolin-4-yl)-2,5-diazabicyclo[2.2.1]heptane-2-carboxylate C(C1=CC=CC=C1)OC=1C(=C(C=C2C(=NC(=NC12)OC1CCOCC1)N1[C@@H]2CN([C@H](C1)C2)C(=O)OC(C)(C)C)C2CC2)Br